N-(2-((6-(2,6-dichloro-3,5-dimethoxyphenyl)thieno[2,3-d]pyrimidin-2-yl)amino)-3-methylphenyl)acrylamide ClC1=C(C(=C(C=C1OC)OC)Cl)C1=CC2=C(N=C(N=C2)NC2=C(C=CC=C2C)NC(C=C)=O)S1